N(=[N+]=[N-])CC=1C=C2N(N1)CCC2 2-(azidomethyl)-5,6-dihydro-4H-pyrrolo[1,2-b]pyrazole